N1N=C(C2=CC=CC=C12)N1C(N(CC1=O)C)=O indazolyl-methylhydantoin